CC=1C=C2C(C=C(OC2=C(C1)C(C)NC1=C(C(=O)O)C=CC=C1)C1=CC=2N(C=C1)C(=NN2)C)=O 2-[1-[6-Methyl-2-(3-methyl-[1,2,4]triazolo[4,3-a]pyridin-7-yl)-4-oxo-chromen-8-yl]ethylamino]benzoic acid